2-methoxyethoxyethyl glycidyl ether C(C1CO1)OCCOCCOC